(Z)-2-[4-(1,2-diphenylbut-1-enyl)phenoxy]-N,N-dimethylethanamine C1(=CC=CC=C1)/C(=C(\CC)/C1=CC=CC=C1)/C1=CC=C(OCCN(C)C)C=C1